N[C@H]1CN(CCC1)C1=NC2=C(N1CC1=CC=C(C#N)C=C1)C=C(C=C2)OC (R)-4-((2-(3-aminopiperidin-1-yl)-6-methoxy-1H-benzo[d]imidazol-1-yl)methyl)benzonitrile